CON1CC2(C3=CC=C(C=C13)C(F)(F)F)CCC1=CC=CC=C12 methoxy-6'-(trifluoromethyl)-2,3-dihydrospiro[indene-1,3'-indoline]